C(#N)C1=NC(=CC=C1N1CCN(CC1)CC=1C(=C2NC(C=3N(C2=CC1)N=CC3C(F)(F)F)=O)F)C(NC)=O 7-((4-(2-cyano-6-(methylcarbamoyl)pyridin-3-yl)piperazin-1-yl)methyl)-6-fluoro-3-(trifluoromethyl)pyrazolo[1,5-a]quinoxalin-4(5H)-one